methyl 4-(2-(3-((tert-butoxycarbonyl)amino)prop-1-yn-1-yl)-5-fluorobenzofuran-4-yl)-4-cyanobutanoate butyl-(3-(4-(cyanomethyl)-5-fluorobenzofuran-2-yl)prop-2-yn-1-yl)carbamate C(CCC)N(C(O)=O)CC#CC=1OC2=C(C1)C(=C(C=C2)F)CC#N.C(C)(C)(C)OC(=O)NCC#CC=2OC1=C(C2)C(=C(C=C1)F)C(CCC(=O)OC)C#N